ClC1=C(OCC(C(=O)O)(C)C)C=CC=C1 3-(2-chlorophenoxy)-2,2-dimethylpropionic acid